C(#N)C1=CC(=C(COC2=CC=CC(=N2)C2=CC(=C(CC3=NC4=C(N3CC3OCC3)C=C(C=C4OC)C(=O)O)C=C2F)F)C=C1)C 2-(4-(6-((4-cyano-2-methylbenzyl)oxy)pyridin-2-yl)-2,5-difluorobenzyl)-4-methoxy-1-(oxetan-2-ylmethyl)-1H-benzo[d]imidazole-6-carboxylic acid